Cl.FC(C=1C=NN2C1CNCC2)F 3-(difluoromethyl)-4,5,6,7-tetrahydropyrazolo[1,5-a]pyrazine hydrochloride